(2R,5S)-N-{2-benzyl-2-azaspiro[3.3]heptan-6-yl}-4-(5-cyanopyrimidin-2-yl)-2,5-dimethylpiperazine-1-carboxamide C(C1=CC=CC=C1)N1CC2(C1)CC(C2)NC(=O)N2[C@@H](CN([C@H](C2)C)C2=NC=C(C=N2)C#N)C